C(C)N1C2=CC=CC=C2C=2C=C(C=CC12)C=NN1C(CC2=CC=CC=C12)C N-((9-ethylcarbazole-3-yl)methylene)-2-methyl-1-indolinylamine